FC(C1=CC(=NC=C1)CO)(F)F (4-(trifluoromethyl)pyridin-2-yl)methanol